(1S,2R)-N-(4-(3-(dimethylamino)phenyl)thiazol-2-yl)-2-(4-methyl-3-(methylsulfonyl)phenyl)cyclopropanecarboxamide CN(C=1C=C(C=CC1)C=1N=C(SC1)NC(=O)[C@@H]1[C@@H](C1)C1=CC(=C(C=C1)C)S(=O)(=O)C)C